ClC1=CC(=CC2=C1N=C(S2)C)N 4-chloro-2-methyl-1,3-benzothiazol-6-amine